OC1=C(C=CC=C1)C1=CC2=C(N=N1)NC1=C2[C@@H](N(CC1)C1CCN(CC1)C1CCN(CC1)C1CC2(CN(C2)C(=O)OC(C)(C)C)C1)C (S)-tert-butyl 6-(4-(3-(2-hydroxyphenyl)-5-methyl-7,8-dihydro-5H-pyrido[3',4':4,5]pyrrolo[2,3-c]pyridazin-6(9H)-yl)-[1,4'-bipiperidin]-1'-yl)-2-azaspiro[3.3]heptane-2-carboxylate